O1CC(C1)OC1=NC(=NC=C1C(F)(F)F)NC1CN(CCC1)C=1C2=C(N=CN1)CN(CC2)C(=O)[O-] 4-(3-((4-(oxetan-3-yloxy)-5-(trifluoromethyl) pyrimidin-2-yl) amino) piperidin-1-yl)-5,8-dihydropyrido[3,4-d]pyrimidine-7(6H)-carboxylate